1-bromo-7,9-undecadiene BrCCCCCCC=CC=CC